2,3'-thiobis(4-methyl-6-t-butylphenol) S(C=1C=C(C(=CC1C)C(C)(C)C)O)C1=C(C(=CC(=C1)C)C(C)(C)C)O